C1(CC1)COC1CC2(CN(C2)C2=CC(=C3C(=N2)C(=CS3)C(=O)NC)C(F)(F)F)OC1 5-[6-(cyclopropylmethoxy)-8-oxa-2-azaspiro[3.4]oct-2-yl]-N-methyl-7-(trifluoromethyl)thieno[3,2-b]pyridine-3-carboxamide